1-((((2R,3S)-3-(3,3-difluorobutyl)-2-fluoro-5-(3-fluorophenyl)-1,1-dioxido-7-(trifluoromethyl)-2,3,4,5-tetrahydrobenzo[b][1,4]thiazepin-8-yl)oxy)methyl)cyclopropane-1-carboxylic acid FC(CC[C@H]1CN(C2=C(S([C@H]1F)(=O)=O)C=C(C(=C2)C(F)(F)F)OCC2(CC2)C(=O)O)C2=CC(=CC=C2)F)(C)F